1-(3-(benzyloxy)-4-nitrophenyl)-4-ethyl-1H-1,2,3-triazole C(C1=CC=CC=C1)OC=1C=C(C=CC1[N+](=O)[O-])N1N=NC(=C1)CC